ClC=1C=C(C=C(C1)Cl)C=1C=CN=C2C(=C(C=NC12)N)N(C)C 8-(3,5-dichlorophenyl)-N4,N4-dimethyl-1,5-naphthyridine-3,4-diamine